[(3R,9aS)-3-(3-Bromo-4-fluorophenyl)-3,4,6,7,9,9a-hexahydro-1H-pyrazino[2,1-c][1,4]oxazin-8-yl]-(2-chloro-3-methoxyphenyl)methanon BrC=1C=C(C=CC1F)[C@@H]1CN2[C@H](CO1)CN(CC2)C(=O)C2=C(C(=CC=C2)OC)Cl